(R)-3-(4-methoxyphenyl)-6-nitro-8-(pyridin-3-yl)-2-(pyrrolidin-2-yl)quinazolin-4(3H)-one COC1=CC=C(C=C1)N1C(=NC2=C(C=C(C=C2C1=O)[N+](=O)[O-])C=1C=NC=CC1)[C@@H]1NCCC1